CC1=NOC(=C1C=1N=C(C2=C(N1)SC(=C2)C)NCCCC2=CC=C(C=C2)C2=CC=C(C=C2)OC(F)(F)F)C 2-(3,5-dimethylisoxazol-4-yl)-6-methyl-N-(3-(4'-(trifluoromethoxy)-[1,1'-biphenyl]-4-yl)propyl)thieno[2,3-d]pyrimidin-4-amine